1-isobutyl-3,4-dihydroisoquinolineid C(C(C)C)[C-]1NCCC2=CC=CC=C12